FC1=C(C=CC(=C1)C1=C(C(=NO1)C)NC(=O)O[C@H](C)C1=CC=CC=C1)C12OCC(CC1)(CC2)CC(=O)O 2-(1-(2-fluoro-4-(3-methyl-4-((((R)-1-phenylethoxy)carbonyl)amino)isoxazol-5-yl)phenyl)-2-oxabicyclo[2.2.2]octan-4-yl)acetic acid